NCC1=CC=C(C=C1)C(NC(=O)C=1C(NC(=CC1)C(F)(F)F)=O)C1=CC=CC=C1 N-((4-(aminomethyl)phenyl)(phenyl)methyl)-2-oxo-6-(trifluoromethyl)-1,2-dihydropyridine-3-carboxamide